2'-(4-((5-Azaspiro[2.4]hept-5-yl)methyl)-2-oxobenzo[cd]indol-1(2H)-yl)-6'-cyclopropyl-3-(4-methyl-4H-1,2,4-triazol-3-yl)-[2,4'-bipyridine]-5-carbonitrile C1CC12CN(CC2)CC=2C=C1C3=C(C(N(C3=CC=C1)C1=NC(=CC(=C1)C1=NC=C(C=C1C1=NN=CN1C)C#N)C1CC1)=O)C2